1-methyl-2-oxo-1,2-dihydropyridine-4-aldehyde CN1C(C=C(C=C1)C=O)=O